FC1=NC=CC(=C1)NC=1C=C(C=CC1)NC(C1=CC=C(C=C1)NC1=CC=NC=C1)=O N-(3-(2-fluoropyridin-4-ylamino)phenyl)-4-(pyridin-4-ylamino)benzamide